2-(5-azaspiro[2.5]octan-5-ylmethyl)-6-[3-[1-(4-methyl-1,2,4-triazol-3-yl)cyclobutyl]phenyl]-4-(trifluoromethyl)-1H-pyrrolo[2,3-c]pyridin-7-one C1CC12CN(CCC2)CC2=CC1=C(C(N(C=C1C(F)(F)F)C1=CC(=CC=C1)C1(CCC1)C1=NN=CN1C)=O)N2